(S)-7-(2-benzyl-3-chloro-7-oxo-2,4,5,7-tetrahydro-6H-pyrazolo[3,4-c]pyridin-6-yl)-2,5-dimethyl-7,8-dihydrothiazolo[4',5':4,5]benzo[1,2-b][1,4]oxazepine-6(5H)-one C(C1=CC=CC=C1)N1N=C2C(N(CCC2=C1Cl)[C@@H]1C(N(C2=C(OC1)C=C1C(=C2)N=C(S1)C)C)=O)=O